7-(((2R)-1-(8-oxa-3-azabicyclo[3.2.1]octan-3-yl)-1-oxopropan-2-yl)oxy)-4-(2-chloro-4-fluorophenyl)isoquinolin-1(2H)-one C12CN(CC(CC1)O2)C([C@@H](C)OC2=CC=C1C(=CNC(C1=C2)=O)C2=C(C=C(C=C2)F)Cl)=O